4-(imidazo[1,2-a]pyridin-3-yl)pyrimidine-5-carboxylate N=1C=C(N2C1C=CC=C2)C2=NC=NC=C2C(=O)[O-]